tert-butyl 1-((4-(4-((2,6-dioxopiperidin-3-yl)amino)phenyl)piperazin-1-yl)methyl)-6-azaspiro[2.5]octane-6-carboxylate O=C1NC(CCC1NC1=CC=C(C=C1)N1CCN(CC1)CC1CC12CCN(CC2)C(=O)OC(C)(C)C)=O